8-[(4,4-difluoro-1-piperidyl)methyl]-4-[(2R)-3-(3,4-dihydro-1H-isoquinolin-2-yl)-2-hydroxy-propyl]-2,3-dihydro-1,4-benzoxazepin-5-one FC1(CCN(CC1)CC1=CC2=C(C(N(CCO2)C[C@@H](CN2CC3=CC=CC=C3CC2)O)=O)C=C1)F